CC=1C(=NC=C(N1)C)C1=CC=CC=C1 3,5-dimethyl-2-phenylpyrazine